cis-8-dimethylamino-1-[(1-hydroxy-cyclobutyl)-methyl]-8-phenyl-3-(2-phenyl-ethyl)-1,3-diazaspiro[4.5]decan-2-one CN(C1(CCC2(CN(C(N2CC2(CCC2)O)=O)CCC2=CC=CC=C2)CC1)C1=CC=CC=C1)C